ethyl 2-[[(2S)-2-aminopropanoyl]amino]-3-(2,6-difluorobenzoyl)-5,6-dihydro-4H-cyclopenta[b]thiophene-6-carboxylate N[C@H](C(=O)NC1=C(C2=C(S1)C(CC2)C(=O)OCC)C(C2=C(C=CC=C2F)F)=O)C